(1R)-3-isopropylidene-2,2-dimethylcyclobutane C(C)(C)=C1C(CC1)(C)C